(S)-N-(6-bromoimidazo[1,2-a]pyridin-2-yl)-1-cyanopyrrolidine-3-carboxamide BrC=1C=CC=2N(C1)C=C(N2)NC(=O)[C@@H]2CN(CC2)C#N